C(C1=CC=CC=C1)OC(=O)NC(N[C@](C(=O)OC(C)C)(CC(=C)C)C1=CC=C(C=C1)Br)=S isopropyl (R)-2-(3-((benzyloxy)carbonyl)thioureido)-2-(4-bromophenyl)-4-methylpent-4-enoate